The molecule is a member of the class of carbazoles that is an adrenergic antagonist with non-selective beta- and alpha-1 receptor blocking properties which helps in the management of congestive heart failure. It has a role as a beta-adrenergic antagonist, an antihypertensive agent, an alpha-adrenergic antagonist, a vasodilator agent and a cardiovascular drug. It is a member of carbazoles, a secondary alcohol and a secondary amino compound. COC1=CC=CC=C1OCCNCC(COC2=CC=CC3=C2C4=CC=CC=C4N3)O